CC1=C2C(C(=COC2=CC(=C1)O)C1=CC=CC=C1)=O 5-methyl-7-hydroxyisoflavone